4,6,8-trimethyl-1H-quinoline CC1=CCNC2=C(C=C(C=C12)C)C